COCCN(CCS(=O)(=O)C1=C(OC2=C(C=C(C=C2)C2=NOC(=N2)CN2C(N(C(C2=O)(C)C)CCN2CCOCC2)=O)C(F)(F)F)C=CC=C1)CCOC 3-((3-(4-(2-((2-(bis(2-methoxyethyl)amino)ethyl)sulfonyl)phenoxy)-3-(trifluoromethyl)phenyl)-1,2,4-oxadiazol-5-yl)methyl)-5,5-dimethyl-1-(2-morpholinoethyl)imidazolidine-2,4-dione